3-chloro-6-[(trifluoromethyl)thio]pyridazine ClC=1N=NC(=CC1)SC(F)(F)F